6-chloro-2-((cyclopropylmethyl)amino)-N-(3-fluoro-4-methoxybenzyl)-3-nitrobenzamide ClC1=CC=C(C(=C1C(=O)NCC1=CC(=C(C=C1)OC)F)NCC1CC1)[N+](=O)[O-]